CC(/C=C/C1C(=CCCC1(C)C)C)(C#C)O (E)-3-methyl-1-(2,6,6-trimethylcyclohex-2-en-1-yl)pent-1-en-4-yn-3-ol